6-(3-chloro-2-(cyclopentyloxy)phenyl)-2,3-dihydro-1H-indene-1-carboxylic acid ClC=1C(=C(C=CC1)C1=CC=C2CCC(C2=C1)C(=O)O)OC1CCCC1